FC(C1=NC=C(C=N1)CNC(=O)N1[C@H](CCC1)C(=O)NC1=CC=C(C=C1)C1=CC=C(C=C1)C(=O)O)(F)F 4'-{[1-({[2-(trifluoromethyl)pyrimidin-5-yl]methyl}carbamoyl)-D-prolyl]amino}[1,1'-biphenyl]-4-carboxylic acid